4-(5-{[(5-Chlorothiophen-2-yl)methyl]sulfanyl}-1H-pyrazol-3-yl)-1-(pyrrolidin-1-sulfonyl)piperidin-3-on ClC1=CC=C(S1)CSC1=CC(=NN1)C1C(CN(CC1)S(=O)(=O)N1CCCC1)=O